6-chloro-2-((tetrahydrofuran-3-yl)methyl)-2H-pyrazolo[3,4-b]pyridine hydrochloride Cl.ClC=1C=CC=2C(N1)=NN(C2)CC2COCC2